ClC1=C(C=CC(=O)O)C=CC(=C1)Cl 2,4-dichlorocinnamic acid